IC1=C(C=C(C(=C1)OCCOCCNC(OC(C)(C)C)=O)I)OCCOCCNC(OC(C)(C)C)=O di-tert-butyl (((((2,5-diiodo-1,4-phenylene)bis(oxy))bis(ethane-2,1-diyl)) bis(oxy))bis(ethane-2,1-diyl))dicarbamate